CC1=C(C(CC1)C(C)C=O)C=O (3S,8S)-2-Methyl-5-(1-formylethyl)-1-cyclopentene-1-carbaldehyde